C1=CC=CC=2C3=CC=CC=C3C(C12)COC(=O)NC(C(=O)OC(C)(C)C)CC=1C=NC(=CC1)OC tert-Butyl 2-((((9H-fluoren-9-yl)methoxy) carbonyl)amino)-3-(6-methoxypyridin-3-yl)propanoate